ClC=1C(=NC(=NC1)NC1CCOCC1)C1=CC=C2CN(C(C2=C1)=O)[C@@H](C(=O)N[C@H](C)C1=NC(=CC=C1)N1C[C@H](NCC1)C)C (2R)-2-(6-{5-chloro-2-[(oxan-4-yl)amino]pyrimidin-4-yl}-1-oxo-2,3-dihydro-1H-isoindol-2-yl)-N-[(1R)-1-{6-[(3R)-3-methylpiperazin-1-yl]pyridin-2-yl}ethyl]propanamide